C(C)OC(=O)C1=C(NC(=C1)C)C=C1C(NC2=CC=CC=C12)=O 5-methyl-2-(2-oxo-1,2-dihydro-indol-3-ylidenemethyl)-1H-pyrrole-3-carboxylic acid ethyl ester